BrC1=C(CN(S(=O)(=O)C2=CC=C(C=C2)NC(\C=C\C2=CC=NC=C2)=O)CC2=CC=C(C=C2)F)C=CC=C1 (E)-N-(4-(N-(2-bromobenzyl)-N-(4-fluorobenzyl)sulfamoyl)phenyl)-3-(pyridin-4-yl)acrylamide